N-[3-chloro-4-(pyrrolidin-3-ylcarbamoyl)phenyl]-5-(2,3-difluoro-4-methoxyphenyl)-1-methyl-imidazole-2-carboxamide ClC=1C=C(C=CC1C(NC1CNCC1)=O)NC(=O)C=1N(C(=CN1)C1=C(C(=C(C=C1)OC)F)F)C